7-methylbenzo[d]oxazole CC1=CC=CC=2N=COC21